C1=CC=CC=2C3=CC=CC=C3N(C12)C=1C=C(C=CC1)C=1C2=C(N=CN1)C1=C(O2)C=CC(=C1)C1=CC(=CC=C1)N1C2=CC=CC=C2C=2C=CC=CC12 4,8-bis[3-(9H-carbazol-9-yl)phenyl]-[1]benzofuro[3,2-d]pyrimidine